NC1=CC(=C(OC=2C=C3CCNC(C3=CC2)=O)C(=C1)Cl)Cl 6-(4-amino-2,6-dichlorophenoxy)-3,4-dihydro-isoquinolin-1(2H)-one